OCC=1C(=NC=CC1C1=CN(C(C(=C1)NC1=NC=C(C=C1)N1[C@H](CN(CC1)C1COC1)C)=O)C)N1N=CC2=C(C=C3CCCCN23)C1=O 2-[3-(hydroxymethyl)-4-[1-methyl-5-[[5-[(2S)-2-methyl-4-(oxetan-3-yl)piperazin-1-yl]-2-pyridyl]amino]-6-oxo-3-pyridyl]-2-pyridyl]-6,7,8,9-tetrahydropyridazino[4,5-b]indolizin-1-one